6-chloro-7-methoxy-3,4-dihydronaphthalen-1(2H)-one ClC=1C=C2CCCC(C2=CC1OC)=O